(1S,2r)-2-((S)-5-bromo-8-((2-ethyl-2H-1,2,3-triazol-4-yl)methoxy)-1-((1-oxoisoindolin-2-yl)methyl)-1,2,3,4-tetrahydroisoquinoline-2-carbonyl)cyclohexane-1-carboxylic acid BrC1=C2CCN([C@@H](C2=C(C=C1)OCC1=NN(N=C1)CC)CN1C(C2=CC=CC=C2C1)=O)C(=O)[C@H]1[C@H](CCCC1)C(=O)O